3,6-dihydroxy-9-trifluoromethyl-9-phenylxanthene OC=1C=CC=2C(C3=CC=C(C=C3OC2C1)O)(C1=CC=CC=C1)C(F)(F)F